Butane-2-phosphonate CC(CC)P([O-])(=O)[O-]